ClC=1C=NC=C(C1[C@@H](C)OC=1C=C2C(=NNC2=CC1)C1=CC2=C(OC3(CCNCC3)OC2)C=C1)Cl (R)-6-(5-(1-(3,5-Dichloropyridin-4-yl)ethoxy)-1H-indazol-3-yl)-4H-spiro[benzo[d][1,3]dioxine-2,4'-piperidine]